C1(CCCCC1)N(C1CCCCC1)C N-cyclohexyl-N-methyl-cyclohexanamine